P1(=O)(OC2=C(C=C(C=C2C(C)(C)C)C(C)(C)C)CC2=C(C(=CC(=C2)C(C)(C)C)C(C)(C)C)O1)[O-].[Al+3].C1C2=C(C(=CC(=C2)C(C)(C)C)C(C)(C)C)OP(=O)(OC2=C1C=C(C=C2C(C)(C)C)C(C)(C)C)[O-].C2C1=C(C(=CC(=C1)C(C)(C)C)C(C)(C)C)OP(=O)(OC1=C2C=C(C=C1C(C)(C)C)C(C)(C)C)[O-] aluminum 2,2'-methylenebis-(4,6-di-t-butylphenyl) phosphate